C(C1=CC=CC=C1)C(C(NCCC(O)=S)=O)NC(C(NC(C(NC(C(NC(CNC(C(N(C(C(NC(CC)=O)C)=O)C)CC1=CC=CC=C1)=O)=O)CC(C)C)=O)C)=O)C(C)C)=O.BrCC(=O)C=1C=C2CCCC2=CC1 2-bromo-1-(2,3-dihydro-1H-inden-5-yl)ethanone 6,21-dibenzyl-15-isobutyl-9-isopropyl-12,22,24-trimethyl-5,8,11,14,17,20,23,26-octaoxo-4,7,10,13,16,19,22,25-octaazaoctacosane-1-thioate